C(C)(C)(C)OC(=O)N1CC2=CC(=C(C=C2CC1)OC([2H])([2H])[2H])N tert-Butyl-7-amino-6-(methoxy-d3)-3,4-dihydroisoquinoline-2(1H)-carboxylate